C(C1=CC=CC=C1)NC1=C(N=C2N1N=C(C(=N2)\C=C\C2=CC1=CC=CC=C1C=C2)C)C2=CC1=CC=CC=C1C=C2 (E)-N-benzyl-2-methyl-6-(naphthalen-2-yl)-3-(2-(naphthalen-2-yl)vinyl)imidazo[1,2-b][1,2,4]triazin-7-amine